CN1C=C(C=2C(N(C=C(C21)C)C)=O)C(=O)N2CCC(CC2)C2=CC=CC=C2 1,5,7-trimethyl-3-((4-phenylpiperidin-1-yl)carbonyl)-1,5-dihydro-4H-pyrrolo[3,2-c]pyridin-4-one